N-((2S,3S)-1-hydroxy-3-methylpentan-2-yl)-N-methyl-2-nitrobenzenesulfonamide OC[C@H]([C@H](CC)C)N(S(=O)(=O)C1=C(C=CC=C1)[N+](=O)[O-])C